(azetidin-3-ylmethyl)-2-((2,4-dichlorophenoxy)methyl)oxazole N1CC(C1)CC=1N=C(OC1)COC1=C(C=C(C=C1)Cl)Cl